C(C=C)OC(=O)[C@H]1OC([C@@H]([C@H]([C@@H]1O)O)O)O.C(C)(C)OCCCNC1=NC=CC(=N1)C(=O)NC=1C=NC=CC1C1=CC=CC=C1 2-((3-Isopropoxypropyl)amino)-N-(4-phenylpyridin-3-yl)pyrimidine-4-carboxamide allyl-(2S,3S,4S,5R)-3,4,5,6-tetrahydroxytetrahydro-2H-pyran-2-carboxylate